C(\C=C\C(=O)O)(=O)O.NC1=C2C(=NC=N1)N(N=C2C2=CC=C(C=C2)OC2=CC=CC=C2)C2CCN(CC2)C2CN(C2)C2CN(C2)C=2C=C1C(N(C(C1=CC2)=O)C2C(NC(CC2)=O)=O)=O 5-[3-[3-[4-[4-amino-3-(4-phenoxyphenyl)pyrazolo[3,4-d]pyrimidin-1-yl]-1-piperidyl]azetidin-1-yl]azetidin-1-yl]-2-(2,6-dioxo-3-piperidyl)isoindoline-1,3-dione fumarate